(1r,3r)-3-[(2S)-2-({5-[(1S)-1-[(5-chloro-2-methylpyridin-3-yl)amino]ethyl]thiophen-2-yl}formamido)-3-cyclopentylpropanamido]cyclobutane-1-carboxylic acid ClC=1C=C(C(=NC1)C)N[C@@H](C)C1=CC=C(S1)C(=O)N[C@H](C(=O)NC1CC(C1)C(=O)O)CC1CCCC1